C(CC)O.[Pt+2] Platinum (II) n-propanol